N-(1-(3-carbamoylphenyl)ethyl)-2-ethoxy-5-isobutyrylaminobenzamide C(N)(=O)C=1C=C(C=CC1)C(C)NC(C1=C(C=CC(=C1)NC(C(C)C)=O)OCC)=O